FC1=C(C(=CC=C1)OC)C1=C(C=CC(=C1)F)C1=NC(=NO1)C1=CC=C(C=C1)C=1N(C=C(N1)C(F)(F)F)C 5-(2',5-difluoro-6'-methoxy-[1,1'-biphenyl]-2-yl)-3-(4-(1-methyl-4-(trifluoromethyl)-1H-imidazol-2-yl)phenyl)-1,2,4-oxadiazole